tert-butyl 2-(benzyloxymethyl)-3-(4-methyl-2,5-dioxo-imidazolidin-4-yl)propanoate C(C1=CC=CC=C1)OCC(C(=O)OC(C)(C)C)CC1(NC(NC1=O)=O)C